S1C=NC2=C1C=CC(=C2)C2=CCC(CN2C(C(=O)O)=O)C 2-(6-(Benzo[d]thiazol-5-yl)-3-methyl-3,4-dihydropyridin-1(2H)-yl)-2-oxoacetic acid